O1C(=O)C(=CC2=CC=CC=C12)N coumarinamine